4-cyclopropylphenyl-3-(ethanesulfonyl)pyridine-2-carboxylate C1(CC1)C1=CC=C(C=C1)OC(=O)C1=NC=CC=C1S(=O)(=O)CC